(S)-4-(2-(4-(2-acetyl-5-chlorophenyl)-3-isopropoxy-6-oxopyridazin-1(6H)-yl)-3-phenylpropionamido)benzoic acid tert-butyl ester C(C)(C)(C)OC(C1=CC=C(C=C1)NC([C@H](CC1=CC=CC=C1)N1N=C(C(=CC1=O)C1=C(C=CC(=C1)Cl)C(C)=O)OC(C)C)=O)=O